OC1=C(C(=CC(=C1)C(C)(C(CCCCCO)C1=CC=CC=C1)C)O)[C@H]1C=C([C@@H]2C([C@H]1C2)(C)C)CN2C(C1=CC=CC=C1C2=O)=O 2-(((1S,4S,5S)-4-(2,6-dihydroxy-4-(8-hydroxy-2-methyl-3-phenyloctan-2-yl)phenyl)-6,6-dimethylbicyclo[3.1.1]hept-2-en-2-yl)methyl)isoindoline-1,3-dione